ICCO 2-iodoethanol